5-amino-1,3-benzenedimethanol NC=1C=C(C=C(C1)CO)CO